C(CCCCCCCCCCC)SSC(C(=O)O)(C)C 2-[(dodecylsulfanyl)thio]-2-methylpropanoic acid